(E)-3-(4-((Z)-1-(1H-indazol-5-yl)-2-phenylbut-1-en-1-yl)-2-fluorophenyl)acrylic acid N1N=CC2=CC(=CC=C12)/C(=C(\CC)/C1=CC=CC=C1)/C1=CC(=C(C=C1)/C=C/C(=O)O)F